[4-[(5-Chloro-1,3-dimethyl-pyrazol-4-yl)methyl]piperazin-1-yl]-[(3S)-3-(1H-1,2,4-triazol-5-yl)pyrrolidin-1-yl]methanone ClC1=C(C(=NN1C)C)CN1CCN(CC1)C(=O)N1C[C@H](CC1)C1=NC=NN1